(17beta)-estra-1,3,5(10)-triene-3,17-diol C[C@@]12[C@H](CC[C@H]1[C@@H]1CCC=3C=C(C=CC3[C@H]1CC2)O)O